methyl 4-((tert-Butoxycarbonyl) amino)-7-cyanoimidazo[1,5-a]quinoxaline-8-carboxylate C(C)(C)(C)OC(=O)NC=1C=2N(C3=CC(=C(C=C3N1)C#N)C(=O)OC)C=NC2